CC1(OC2=C(C1)C(=C(C(=C2C)C)S(=O)(=O)N(CCC[C@@H](NC(=O)OCC2=CC=CC=1C3=CC=CC=C3CC21)C(=O)O)C(N)=N)C)C N'-[(2,3-dihydro-2,2,4,6,7-pentamethylbenzofuran-5-yl)sulfonyl]-N-fluorenylmethoxycarbonyl-D-arginine